tert-Butyl (S)-4-(7-(4-chloropyridin-2-yl)-5-(3-oxomorpholino)-7H-pyrrolo[2,3-d]pyrimidin-4-yl)-3-methylpiperazine-1-carboxylate ClC1=CC(=NC=C1)N1C=C(C2=C1N=CN=C2N2[C@H](CN(CC2)C(=O)OC(C)(C)C)C)N2C(COCC2)=O